C(C)(C)OC1=CC=2N(C=C1C(=O)NC=1C(N(C=CC1)C)=O)C=C(N2)C21COC(C2)(C1)C 7-isopropoxy-N-(1-methyl-2-oxo-1,2-dihydropyridin-3-yl)-2-(1-methyl-2-oxabicyclo[2.1.1]hexan-4-yl)imidazo[1,2-a]pyridine-6-carboxamide